3-[5-(7-fluoroisoquinolin-1-yl)-1-oxo-2,3-dihydro-1H-isoindol-2-yl]piperidine FC1=CC=C2C=CN=C(C2=C1)C=1C=C2CN(C(C2=CC1)=O)C1CNCCC1